3-[6-amino-5-(2-chloro-3,6-difluoro-benzyloxy)-pyridin-3-yl]-N-(3-morpholin-4-yl-propyl)-benzamide NC1=C(C=C(C=N1)C=1C=C(C(=O)NCCCN2CCOCC2)C=CC1)OCC1=C(C(=CC=C1F)F)Cl